CC(C)(C)C1=CC=C(C=C1)P(C1=CC=C(C=C1)C(C)(C)C)=O bis[4-(1,1-dimethylethyl)phenyl]phosphine oxide